COC1=C(C=CC=C1)[PH2]=O 2-methoxyphenylphosphine oxide